1-(5-((4-(5-fluoronaphthalen-1-yl)-3,6-dihydropyridin-1(2H)-yl)methyl)-1-oxoisoindolin-2-yl)dihydropyrimidine-2,4(1H,3H)-dione FC1=C2C=CC=C(C2=CC=C1)C=1CCN(CC1)CC=1C=C2CN(C(C2=CC1)=O)N1C(NC(CC1)=O)=O